3,4-di-O-benzyl-α-L-rhamnopyranosyl fluoride C(C1=CC=CC=C1)O[C@H]1[C@H]([C@@H](O[C@H]([C@@H]1OCC1=CC=CC=C1)C)F)O